[Cl-].[Cl-].[Ti+4].[Si+4] Silicon-titanium dichloride